COC1=C2C=C(N(C2=CC=C1)CCOC)C(=O)[O-] 4-methoxy-1-(2-methoxyethyl)-1H-indole-2-carboxylate